C(C)N1N=C(C=C1C=1N(C(=NN1)C1=NC(=CC2=C1C=NN2C)C(=O)N)CC2=CC=C(C=C2)OC)C 4-{5-(1-ethyl-3-methyl-1H-pyrazol-5-yl)-4-[(4-methoxyphenyl)methyl]-4H-1,2,4-triazol-3-yl}-1-methyl-1H-pyrazolo[4,3-c]pyridine-6-carboxamide